C([C@H]([C@@H]([C@@H]([C@H](C=O)O)O)O)O)O D(+)-GALACTOSE